FC1=CC=C(C(=C1O)C)OC 6-fluoro-3-methoxy-2-methyl-phenol